COC(C)COC(C)COC Dipropyleneglycol DIMETHYL ETHER